BrC=1C(=NC(=CC1)Cl)C(C)C 3-bromo-6-chloro-2-isopropyl-pyridine